(-)-6-(4-chlorophenyl)-2-(3-fluorophenyl)-N-(3-hydroxy-2-methylpropyl)-3-oxo-2,3-dihydropyridazine-4-carboxamide ClC1=CC=C(C=C1)C=1C=C(C(N(N1)C1=CC(=CC=C1)F)=O)C(=O)NCC(CO)C